3-(7-((1-(vinylsulfonyl)piperidin-4-yl)amino)-2,6-naphthyridin-1-yl)benzonitrile C(=C)S(=O)(=O)N1CCC(CC1)NC1=NC=C2C=CN=C(C2=C1)C=1C=C(C#N)C=CC1